[C@@H]12COC[C@@H](N1C1=NC3=CC=C(C=C3C=C1)C=O)C2 2-((1R,5s)-3-oxa-6-azabicyclo[3.1.1]hept-6-yl)quinoline-6-carbaldehyde